(2,5-dihydroxyphenyl)acetic acid OC1=C(C=C(C=C1)O)CC(=O)O